1-bromo-9-methyl-9-phenyl-9H-fluorene BrC1=CC=CC=2C3=CC=CC=C3C(C12)(C1=CC=CC=C1)C